N1=CNC(C2=CC3=C(C=C12)CCN3)=O 7,8-dihydro-3H-pyrrolo[2,3-g]quinazolin-4(6H)-one